ClC1=CC=C(C=C1)[C@@]1([C@@](O[C@@H]([C@H]1O)CO)(N1C(=O)NC(=O)C=C1)C(C(C)CC1(NC(=CC=N1)N1CCC(CC1)OC)C=1C=NC=CC1)=O)O (4-chlorophenyl)-6-(4-methoxypiperidin-1-yl)-2-(pyridin-3-yl)pyrimidineisobutyryl-uridine